FC1(C(N(C2=C(O1)C=C(C(=C2F)C2=C(C(=C(C(=C2F)F)F)F)F)F)[C@@H](C(=O)O)C)=O)F (R)-2-(2,2,5,7-tetrafluoro-3-oxo-6-(perfluorophenyl)-2,3-dihydro-4H-benzo[b][1,4]oxazin-4-yl)propionic acid